C(C)C=1C(=C(C(=O)O)C(=C(C1)CC)C)C 3,5-diethyl-2,6-dimethylbenzoic acid